Cl.NCC1=CC=C(CN(C[C@@H]([C@H]([C@@H]([C@@H](CO)O)O)O)O)CCCCCC)C=C1 (2R,3R,4R,5S)-6-((4-(aminomethyl)benzyl)(hexyl)amino)hexane-1,2,3,4,5-pentaol hydrochloride